C(C1=CC=CC=C1)N1C[C@@H](CCC1)N (R)-N-benzyl-3-aminopiperidine